2-(5-cyclopropyl-1H-pyrazol-4-yl)quinoxaline C1(CC1)C1=C(C=NN1)C1=NC2=CC=CC=C2N=C1